CNC(=O)C1CC2(CCN(C2)C2=NC(=NC(=C2)NC2=NC=CC(=C2)C)C=2C=NC=CC2)CCC1 n-methyl-2-(6-((4-methylpyridin-2-yl)amino)-2-(pyridin-3-yl)pyrimidin-4-yl)-2-azaspiro[4.5]decane-7-carboxamide